OC1=CC=C(C=C1)C1=CC2=C(N=CN=C2NC(C)C2=CC=CC=C2)N1 6-(4-hydroxyphenyl)-4-[(1-phenylethyl)amino]-7H-pyrrolo[2,3-d]pyrimidine